tert-Butyl N-[4-carbamoyl-5-[4-[2-[[3-(2,2-dimethylpropyl)isoxazol-5-yl]amino]-2-oxoethyl]-2,3-difluoro-phenyl]-2-isopropyl-pyrazol-3-yl]carbamate C(N)(=O)C1=C(N(N=C1C1=C(C(=C(C=C1)CC(=O)NC1=CC(=NO1)CC(C)(C)C)F)F)C(C)C)NC(OC(C)(C)C)=O